Dicaproyl Peroxide C(CCCCC)(=O)OOC(CCCCC)=O